FC1=C(C(=CC(=C1)[N+](=O)[O-])F)OC 2,6-difluoro-4-nitroanisole